8-((3,4-dihydroxyphenyl)diazenyl)naphthalene-1,3-disulfonic acid OC=1C=C(C=CC1O)N=NC=1C=CC=C2C=C(C=C(C12)S(=O)(=O)O)S(=O)(=O)O